ClC=1C=C(C=CC1)C1=CC=NO1 5-(3-chlorophenyl)-1,2-oxazol